morpholinoaniline C1COCCN1NC2=CC=CC=C2